Cl.C(CC)N propan-1-amine Hydrochloride